1-hydroxy-4-(methylsulfonyl)-1,3-dihydrobenzo[c][1,2]oxaborole-6-carboxylic acid perfluorophenyl ester FC1=C(C(=C(C(=C1F)F)F)F)OC(=O)C=1C=C(C2=C(B(OC2)O)C1)S(=O)(=O)C